O(C(=O)CCCCCCCCC)CCOC(=O)CCCCCCCCC ethylene dicaprate